N-(3-(aminomethyl)-1-(4-(trifluoromethoxy)phenyl)-1H-pyrazolo[3,4-b]pyridin-4-yl)-2-hydroxyacetamide NCC1=NN(C2=NC=CC(=C21)NC(CO)=O)C2=CC=C(C=C2)OC(F)(F)F